3-[[5-[[6-(5-chloro-1,3-benzoxazol-2-yl)spiro[3.3]heptan-2-yl]carbamoyl]-2-furyl]sulfonylmethyl]azetidine-1-carboxylic acid benzyl ester C(C1=CC=CC=C1)OC(=O)N1CC(C1)CS(=O)(=O)C=1OC(=CC1)C(NC1CC2(C1)CC(C2)C=2OC1=C(N2)C=C(C=C1)Cl)=O